COCOC1=C(C=C(C=C1)OC)B(O)O 2-(methoxymethoxy)-5-(methoxy)phenylboronic acid